FC1(C=2N(CC(CC1)CO)N=C1C2CN([C@H](C1)C)C(=O)[O-])F (S)-11,11-difluoro-8-(hydroxymethyl)-3-methyl-1,3,4,7,8,9,10,11-octahydro-2H-pyrido[4',3':3,4]pyrazolo[1,5-a]azepine-2-carboxylate